ClC1=C(C=CC=C1F)C1CCC(CC1)CCNC1CCCC1 1-({2-[4-(2-Chloro-3-fluorophenyl)cyclohexyl]ethyl}-amino)cyclopentan